FC1=C(C=C(C=C1)F)C1=NOC(=C1)CN1C=C2C(C=C1)=NC(=N2)C2=C(C=CC=C2)F 3-(2,5-difluorophenyl)-5-((2-(2-fluorophenyl)-5H-imidazo[4,5-c]pyridin-5-yl)methyl)isoxazole